3-(4-Fluorophenyl)-5-methyl-pyrazol-4-ol FC1=CC=C(C=C1)C1=NNC(=C1O)C